N-((1R,2S)-2-(3,4-difluorophenyl)cyclopropyl)-5-(5-fluoropyridin-2-yl)-2-methylthiazolo[5,4-d]pyrimidin-7-amine FC=1C=C(C=CC1F)[C@H]1[C@@H](C1)NC=1C2=C(N=C(N1)C1=NC=C(C=C1)F)SC(=N2)C